2-(3-(4-methoxy-3-(4,4,5,5-tetramethyl-1,3,2-dioxaborolan-2-yl)phenoxy)propyl)isoindoline-1,3-dione COC1=C(C=C(OCCCN2C(C3=CC=CC=C3C2=O)=O)C=C1)B1OC(C(O1)(C)C)(C)C